N,N'-bis(hydroxyethyl)diethylenetriamine OCCNCCN(CCN)CCO